BrC=1C=C(C=CC1)C1=CC(=CC=C1)[N+](=O)[O-] 3-bromo-3'-nitro-biphenyl